CC1=CC=C(C=C1)S(=O)(=O)OCCC#CCCCC#CC deca-3,8-diyn-1-yl 4-methylbenzenesulfonate